ethynylmethyldi(2-thienyl)silane C(#C)[Si](C=1SC=CC1)(C=1SC=CC1)C